[4-[4-[1-(2,6-dioxo-3-piperidyl)-3-methyl-2-oxo-benzimidazol-5-yl]piperazin-1-yl]cyclohexyl]-N-methyl-carbamic acid tert-butyl ester C(C)(C)(C)OC(N(C)C1CCC(CC1)N1CCN(CC1)C1=CC2=C(N(C(N2C)=O)C2C(NC(CC2)=O)=O)C=C1)=O